2-(2,6-Dimethyl-4-(2-(2-oxo-3-(4-(trifluoromethyl)phenyl)imidazolin-1-yl)ethyl)phenoxy)-2-methylpropanoic acid CC1=C(OC(C(=O)O)(C)C)C(=CC(=C1)CCN1C(N(CC1)C1=CC=C(C=C1)C(F)(F)F)=O)C